2-[(2E)-2-(aminomethyl)-3-fluoroprop-2-en-1-yl]-4-{6-[3-(5-cyclopropyl-1,2,4-oxadiazol-3-yl)phenyl]-3-methylpyridin-2-yl}-2,4-dihydro-3H-1,2,4-triazol-3-one hydrochloride Cl.NC/C(/CN1N=CN(C1=O)C1=NC(=CC=C1C)C1=CC(=CC=C1)C1=NOC(=N1)C1CC1)=C\F